NC1=CC=C(C(=C1C(=O)N(C)C)F)C=1C=C2C(=NC1)NC[C@@]21[C@H](C1)C 6-Amino-2-fluoro-N,N-dimethyl-3-((1S,2S)-2-methyl-1',2'-dihydrospiro[cyclopropane-1,3'-pyrrolo[2,3-b]pyridin]-5'-yl)benzamide